1-[9-ethyl-6-(1-methylbenzoyl)-9H-carbazol-3-yl]ethanone-1-(O-acetyloxime) C(C)(=O)ON=C(C)C=1C=CC=2N(C3=CC=C(C=C3C2C1)C(C1(CC=CC=C1)C)=O)CC